NC1=CC2=C(C=3C(NC(C13)(O)C1=C(C=CC(=C1)F)Cl)=O)C=C(C=C2)F 4-amino-3-(2-chloro-5-fluorophenyl)-8-fluoro-3-hydroxy-2,3-dihydro-1H-benzo[e]isoindol-1-one